Cl.CC=1N=COC1CN (4-methyl-oxazol-5-yl)methylamine hydrogen chloride